1-ethyl-3-(5-(2-methyl-5-((4-oxo-3,4-dihydrophthalazin-1-yl)methyl)phenyl)-1H-benzimidazol-2-yl)urea C(C)NC(=O)NC1=NC2=C(N1)C=CC(=C2)C2=C(C=CC(=C2)CC2=NNC(C1=CC=CC=C21)=O)C